CC(=O)N[C@@H]1[C@H]([C@H]([C@H](O[C@H]1O[C@H]2[C@H](O[C@H]([C@@H]([C@H]2O)O)O)CO)CO)O)O The molecule is an amino disaccharide consisting of s-acetamido-2-deoxy-beta-D-galactopyranose and beta-D-galactopyranose residues joined in sequence by a (1->4) glycosidic bond. It is a member of acetamides, an amino disaccharide and a glycosylgalactose derivative. It derives from a N-acetyl-beta-D-galactosamine and a beta-D-galactose.